2-[tert-butoxycarbonyl(methyl)amino]-3-[3-(trifluoromethyl)phenyl]propanoic acid C(C)(C)(C)OC(=O)N(C(C(=O)O)CC1=CC(=CC=C1)C(F)(F)F)C